FC1=C(COC=2C(=NC=C(C2)C2=CC=C(C=C2)OCCN2CCOCC2)N)C(=CC=C1)F 3-(2,6-difluoro-benzyloxy)-5-[4-(2-morpholin-4-yl-ethoxy)-phenyl]-pyridin-2-ylamine